(4,4-Difluoropiperidin-1-yl)(1-(6-iodopyridin-3-yl)-1H-pyrrolo[2,3-b]pyridin-5-yl)methanone FC1(CCN(CC1)C(=O)C=1C=C2C(=NC1)N(C=C2)C=2C=NC(=CC2)I)F